C(C)(C)(C)OC(=O)C1CCN(CC1)C1C(CN(CC1)C1=C(C=C(C=C1)NC1C(NC(CC1)=O)=O)F)F.COC1=C(C=CC=C1)NC(=O)C1=NC=CC=C1 N-(2-methoxyphenyl)pyridine-2-carboxamide tert-butyl-1'-(4-((2,6-dioxopiperidin-3-yl)amino)-2-fluorophenyl)-3'-fluoro-[1,4'-bipiperidine]-4-carboxylate